2-[(3-methoxypropyl)amino]pyrimidine-5-carboxamide COCCCNC1=NC=C(C=N1)C(=O)N